FC=1C=C(C=NC1OC)O 5-fluoro-6-methoxypyridine-3-ol